BrC=1C=C2C=C(C(N(C2=CC1)C)=O)C(=O)NC1=CC=CC=C1 6-Bromo-1-methyl-2-oxo-N-phenyl-quinoline-3-carboxamide